FC1(CN(CC[C@H]1NC1=NN2C(C(=N1)OC)=C(C=C2)C=2C=C(C1=C(N(C(=N1)C)CCF)C2)F)C2COC2)F (R)-N-(3,3-difluoro-1-(oxetan-3-yl)piperidin-4-yl)-5-(4-fluoro-1-(2-fluoroethyl)-2-methyl-1H-benzo[d]imidazol-6-yl)-4-methoxypyrrolo[2,1-f][1,2,4]triazin-2-amine